COC(=O)C=1C=CC2=C(N(C(=N2)CN2CC3=CC=C(C=C3CC2)OCC2=C(C=C(C=C2)C#N)F)C[C@H]2OCC2)C1 (S)-2-((6-((4-cyano-2-fluorobenzyl)oxy)-3,4-dihydroisoquinolin-2(1H)-yl)methyl)-1-((oxetan-2-yl)methyl)-1H-benzo[d]imidazole-6-carboxylic acid methyl ester